4-bromo-5-chloro-6-fluoro-7-nitro-1H-indazole BrC1=C2C=NNC2=C(C(=C1Cl)F)[N+](=O)[O-]